C(#N)C1=CC(=C(COC2=CC=CC(=N2)OC2CCN(CC2)CC(=O)N)C=C1)F 2-(4-((6-((4-cyano-2-fluorobenzyl)oxy)pyridin-2-yl)oxy)piperidin-1-yl)acetamide